2-(2,6-dioxopiperidin-3-yl)-5-(8-((1-(4-(1-(4-hydroxyphenyl)-2-phenylbut-1-ene-1-yl)phenyl)piperidin-4-yl)methyl)-3,8-diazabicyclo[3.2.1]octane-3-yl)isoindoline-1,3-dione O=C1NC(CCC1N1C(C2=CC=C(C=C2C1=O)N1CC2CCC(C1)N2CC2CCN(CC2)C2=CC=C(C=C2)C(=C(CC)C2=CC=CC=C2)C2=CC=C(C=C2)O)=O)=O